CC=CCP(OC(C#C)(C)C)([O-])=O (1,1-dimethyl-2-propynyl) (methyl)2-propenylphosphonate